S1C2=C(C=C1C1=C3C(=CN=C1)N(CC3)C(=O)C3=C(C=CC=C3)F)C=CC=C2 [4-(benzo[b]thiophen-2-yl)-2,3-dihydro-1H-pyrrolo[2,3-c]pyridin-1-yl](2-Fluorophenyl)methanone